ClC=1C(=NC(=NC1)N[C@H]1CN(CC1)C1=NC=NC2=CC(=CC=C12)N)OCC (R)-4-(3-((5-chloro-4-ethoxypyrimidin-2-yl)amino)pyrrolidin-1-yl)quinazolin-7-amine